S1C=NC2=C1C(=CC=C2)CC(=O)NC2=NNC(=C2)[C@@H]2C[C@@H](CC2)CC(C)NC([O-])=O (1R,3S)-3-{3-[(1,3-benzothiazol-7-ylacetyl)amino]-1H-pyrazol-5-yl}cyclopentylpropan-2-ylcarbamate